COC1=CC(OC2=CC=CC(=C12)C)=O 4-methoxy-5-methylcoumarin